C(C)(C)(C)OC(=O)N1C(C2=C(C=C(C=C2C1=O)Br)CCOC)(C)C 5-bromo-7-(2-methoxyethyl)-1,1-dimethyl-3-oxoisoindoline-2-carboxylic acid tert-butyl ester